ClC1=C(C(Cl)Cl)C=CC(=C1)Cl 2,4-dichlorobenzal chloride